((1r,2r,4r)-4-((2-cyclopropylethyl)(2-(2,6-dioxopiperidin-3-yl)-1-oxoisoindol-4-yl)amino)-2-fluorocyclohexyl)carbamic acid tert-butyl ester C(C)(C)(C)OC(N[C@H]1[C@@H](C[C@@H](CC1)N(C1=C2CN(C(C2=CC=C1)=O)C1C(NC(CC1)=O)=O)CCC1CC1)F)=O